BrC=1C(=NC=NC1OC(C)C)C1CC1 5-bromo-4-cyclopropyl-6-isopropoxy-pyrimidine